BrC1=C(OC=2C1=NC(=CC2S(=O)(=O)C)Cl)C[C@H]([C@H](C)F)NC(OC(C)(C)C)=O tert-butyl N-[(2R,3S)-1-{3-bromo-5-chloro-7-methanesulfonylfuro[3,2-b]pyridin-2-yl}-3-fluorobutan-2-yl]carbamate